4-(1,1-difluoroethyl)-N-[[4-[6-[4-[[4-[4-[(2,6-dioxo-3-piperidyl)amino]phenyl]-1-piperidyl]methyl]phenyl]pyrrolo[2,1-f][1,2,4]triazin-4-yl]-2-methyl-phenyl]methyl]benzamide FC(C)(F)C1=CC=C(C(=O)NCC2=C(C=C(C=C2)C2=NC=NN3C2=CC(=C3)C3=CC=C(C=C3)CN3CCC(CC3)C3=CC=C(C=C3)NC3C(NC(CC3)=O)=O)C)C=C1